1-isocyanato-2-methoxybenzene N(=C=O)C1=C(C=CC=C1)OC